N-(1-methyl-1H-indol-4-yl)-7-(3,4,5-trimethoxyphenyl)-[1,2,4]triazolo[1,5-a]pyrimidin-2-amine CN1C=CC2=C(C=CC=C12)NC1=NN2C(N=CC=C2C2=CC(=C(C(=C2)OC)OC)OC)=N1